(4R)-4-[4-(3-bromo-2-methyl-phenoxy)phenyl]-5,5,5-trifluoro-pentanoic acid BrC=1C(=C(OC2=CC=C(C=C2)[C@@H](CCC(=O)O)C(F)(F)F)C=CC1)C